4-(6,6-difluoro-3-azabicyclo[3.1.0]hex-3-yl)-2,3-dihydrofuran FC1(C2CN(CC12)C=1CCOC1)F